7α-Hydroxycholest-4-en O[C@H]1[C@H]2[C@@H]3CC[C@H]([C@@H](CCCC(C)C)C)[C@]3(CC[C@@H]2[C@]2(CCCC=C2C1)C)C